C(C)NC(=O)N1C(N(C2=C([C@@H]1C1=C(C=C(C=C1)C#N)S(=O)(=O)CC)C(CC2)=O)C2=CC(=NC=C2)C(F)(F)F)=O |r| racemic-4-(4-cyano-2-ethanesulfonyl-phenyl)-2,5-dioxo-1-(2-trifluoromethyl-pyridin-4-yl)-1,2,4,5,6,7-hexahydro-cyclopentapyrimidine-3-carboxylic acid ethylamide